2-(Di-(dodecyloxy)phosphono)-2-hydroxypropionic acid C(CCCCCCCCCCC)OOP(=O)(OOCCCCCCCCCCCC)OC(C(=O)O)C